2-chloro-4-((4-methoxybenzyl)thio)pyridine ethyl-4-(chloromethyl)-1,3-dimethyl-1H-pyrazole-5-carboxylate C(C)OC(=O)C1=C(C(=NN1C)C)CCl.ClC1=NC=CC(=C1)SCC1=CC=C(C=C1)OC